1-[4-(methoxymethyl)phenyl]methylamine COCC1=CC=C(C=C1)CN